OC(CCCC)=O Oxahexanone